tert-butyl (S)-4-(6-methoxypyridin-3-yl)-2-oxopiperidine-1-carboxylate COC1=CC=C(C=N1)[C@@H]1CC(N(CC1)C(=O)OC(C)(C)C)=O